octadecyl-trimethyl-(ethyl)oxysilane C(CCCCCCCCCCCCCCCCC)C[Si](OCC)(C)C